C1(=CC=CC=C1)C=1C(OCC1C1=CC=C(C=C1)S(=O)(=O)C)=O 3-phenyl-4-(4-(methylsulfonyl)phenyl)-2(5H)-furanone